tin-cadmium [Cd].[Sn]